C(C)(=O)O[C@@H]1COC2=C1C=C(C=C2S(NC2=C(C(=C(C=C2)F)C=2C(=C1C=NC(=NC1=CC2)NC2CCNCC2)F)F)(=O)=O)Cl (3S)-5-chloro-7-({2,4-difluoro-3-[5-fluoro-2-(piperidin-4-ylamino)quinazolin-6-yl]phenyl}sulfamoyl)-2,3-dihydro-1-benzofuran-3-yl acetate